3-(5-cyclobutyl-1,3-thiazol-2-yl)-N-[(1R)-1-(5-methylpyrazin-2-yl)ethyl]-5-[(3S)-tetrahydrofuran-3-yloxy]benzamide C1(CCC1)C1=CN=C(S1)C=1C=C(C(=O)N[C@H](C)C2=NC=C(N=C2)C)C=C(C1)O[C@@H]1COCC1